NC1=NC=CC2=CC=C(C=C12)C=1C=C(C(=O)NCC2CN(C2)C)C=CC1 3-(1-aminoisoquinolin-7-yl)-N-((1-methylazetidin-3-yl)methyl)benzamide